B(O)(O)CCC=1C(=C(C(=O)O)C(=CC1)OC1CN(C1)C(C[C@@H]1NCCC1)=O)O 3-(2-Boronoethyl)-2-hydroxy-6-[(1-{[(2R)-pyrrolidin-2-yl]acetyl}azetidin-3-yl)oxy]benzoic acid